C1(CC1)CN1CC[C@]23CCNCC[C@]2([C@H]1CC1=CC(=C(C=C13)O)C(F)(F)F)O (5aS,6R,11bS)-14-(cyclopropylmethyl)-9-(trifluoromethyl)-2,3,4,5,6,7-hexahydro-6,11b-(epiminoethano)naphtho[1,2-d]azepine-5a,10(1H)-diol